rel-(R)-tert-butyl ((4-methyl-1-(3-(4-methyl-3,4-dihydro-1,5-naphthyridin-1(2H)-yl)-1H-pyrazolo[3,4-b]pyrazin-6-yl)piperidin-4-yl)methyl)carbamate CC1(CCN(CC1)C1=CN=C2C(=N1)NN=C2N2CC[C@H](C1=NC=CC=C21)C)CNC(OC(C)(C)C)=O |o1:19|